methyl (S)-3-(2-(5,6-dihydroimidazo[1,2-a]pyrazin-7(8H)-yl)-2-oxoethyl)-7-methyl-2-(2-(2-oxopyridin-1(2H)-yl)ethyl)-3,7,8,9-tetrahydro-6H-imidazo[4,5-f]quinoline-6-carboxylate N=1C=CN2C1CN(CC2)C(CN2C(=NC1=C3CC[C@@H](N(C3=CC=C12)C(=O)OC)C)CCN1C(C=CC=C1)=O)=O